CN1CN(C=C2N([C@@H](N=C12)NCC1OCCC1)C)CC1=CC=C(C=C1)C(F)(F)F (S)-3,7-dimethyl-8-((tetrahydrofuran-2-yl)methylamino)-1-(4-(trifluoromethyl)benzyl)-1H-purine